The molecule is a glycoside that consists of alpha-D-galactosyl-(1->4)-beta-D-galactose having a 2-(2-aminocarbonylethylthio)ethyl moiety attached to the reducing end anomeric centre. It is an aliphatic sulfide, a glycoside, a disaccharide derivative and a monocarboxylic acid amide. C(CSCCO[C@H]1[C@@H]([C@H]([C@H]([C@H](O1)CO)O[C@@H]2[C@@H]([C@H]([C@H]([C@H](O2)CO)O)O)O)O)O)C(=O)N